(3S)-3-({1-cyclopentyl-5-[2-(trifluoromethyl)phenyl]-1H-pyrazol-3-yl}formamido)-5-(4,4-difluoro-2,2-dimethylpyrrolidin-1-yl)pentanoic acid C1(CCCC1)N1N=C(C=C1C1=C(C=CC=C1)C(F)(F)F)C(=O)N[C@H](CC(=O)O)CCN1C(CC(C1)(F)F)(C)C